CC\C=C\C[C@H](CCCCCC)OC1=CC=C(C=C1)CCCC (S,E)-4-(4-(dodec-3-en-6-yloxy)phenyl)butan